tert-Butyl 4-(ethyl(5-fluoro-3-(methoxycarbonyl)-2-methylphenyl)amino)-2,6-trans-dimethylpiperidine-1-carboxylate C(C)N(C1CC(N(C(C1)C)C(=O)OC(C)(C)C)C)C1=C(C(=CC(=C1)F)C(=O)OC)C